N-(4-((4-aminobenzyl)amino)phenyl)decanamide NC1=CC=C(CNC2=CC=C(C=C2)NC(CCCCCCCCC)=O)C=C1